C1=CC=C2C(=C1)C(=CN2)CC#N The molecule is a nitrile that is acetonitrile where one of the methyl hydrogens is substituted by a 1H-indol-3-yl group. It has a role as an auxin, a plant hormone, a plant metabolite and a human xenobiotic metabolite. It is a nitrile and a member of indoles. It derives from an acetonitrile.